C(C)OC1=C(OC[C@@H]2CN(CCO2)C(=O)OC(C(C)C)OC([C@H](N)C(C)C)=O)C=CC=C1 1-((D-valyl)oxy)-2-methylpropyl (2S)-2-((2-ethoxyphenoxy)methyl)morpholine-4-carboxylate